C(C)(C)(C)OC(=O)N1[C@@H](C=2N(CC1)N=C(C2)C#N)C.OCCNC(C(=C)CC)=O N-(2-hydroxyethyl)ethylacrylamide tert-butyl-(R)-2-cyano-4-methyl-6,7-dihydropyrazolo[1,5-a]pyrazine-5(4H)-carboxylate